7-methoxy-4,4-dimethyl-2,3-dihydronaphthalen-1-one COC1=CC=C2C(CCC(C2=C1)=O)(C)C